N-(4-(3-((4-phenylpiperazin-1-yl)methyl)imidazo[1,2-a]pyridin-2-yl)phenyl)-3-(4-chlorophenyl)acrylamide C1(=CC=CC=C1)N1CCN(CC1)CC1=C(N=C2N1C=CC=C2)C2=CC=C(C=C2)NC(C=CC2=CC=C(C=C2)Cl)=O